3-(2-(benzyloxy)ethyl)imidazolidine-2,4-dione C(C1=CC=CC=C1)OCCN1C(NCC1=O)=O